N=1N(N=C2C1C=CC=C2)C2=C(C=CC(=C2)C(C)(C)CC(C)(C)C)O 2-(2H-benzotriazole-2-yl)-4-tert-octylphenol